FC1=C(C=CC(=C1)F)CCNC(CC1N(C(CC1)=O)CC1=CC=C(C=C1)C)=O N-[2-(2,4-difluorophenyl)ethyl]-2-[1-[(4-methylphenyl)methyl]-5-oxopyrrolidin-2-yl]acetamide